C(C)(C)(C)OC(=O)N1C[C@H](CCC1)NC1=NC=C(C(=N1)C1=CNC2=C(C=CC=C12)[N+](=O)[O-])C(F)(F)F (S)-3-((4-(7-Nitro-1H-indol-3-yl)-5-(trifluoromethyl)pyrimidin-2-yl)amino)piperidine-1-carboxylic acid tert-butyl ester